ClC=1C=C(C(=O)N(C)C2=C(C=CC=C2OC)F)C(=CN1)Cl 2,5-dichloro-N-(2-fluoro-6-methoxyphenyl)-N-methylisonicotinamide